2-hydroxy-5-(4,4,5,5-tetramethyl-1,3,2-dioxaborolan-2-yl)benzaldehyde OC1=C(C=O)C=C(C=C1)B1OC(C(O1)(C)C)(C)C